The molecule is the dimaleate salt of azatadine. It has a role as a H1-receptor antagonist and an anti-allergic agent. It contains an azatadine. CN1CCC(=C2C3=C(C=CC=N3)CCC4=CC=CC=C24)CC1.C(=C\\C(=O)O)\\C(=O)O.C(=C\\C(=O)O)\\C(=O)O